(((benzyloxy)carbonyl)(methyl)amino)benzoic acid C(C1=CC=CC=C1)OC(=O)N(C)C1=C(C(=O)O)C=CC=C1